5-[(2R)-4-fluoro-6-hydroxy-2-({[(oxetan-3-yl)methyl]amino}methyl)-2,3-dihydro-1-benzofuran-5-yl]-1λ6,2,5-thiadiazolidine-1,1,3-trione FC1=C(C(=CC2=C1C[C@@H](O2)CNCC2COC2)O)N2CC(NS2(=O)=O)=O